5-chloro-2-[4-[[(1s,3s)-3-hydroxycyclohexyl]amino]pyrido[3,4-d]pyridazin-1-yl]phenol ClC=1C=CC(=C(C1)O)C1=C2C(=C(N=N1)N[C@@H]1C[C@H](CCC1)O)C=NC=C2